CC1=CC=C(C=C1)S(=O)(=O)[O-].C1(CCCCC1)[S+](C1=CC=CC=C1)C1CCCCC1 Dicyclohexylphenylsulfonium p-toluenesulfonate salt